2-[(7-trifluoromethyl-quinolin-4-yl)-amino]-N-(adamantan-1-yl)-benzamide FC(C1=CC=C2C(=CC=NC2=C1)NC1=C(C(=O)NC23CC4CC(CC(C2)C4)C3)C=CC=C1)(F)F